ClC1=C(C(=NN1C)C1=NOC(=C1)C)CN1CC(CCCC1)NCC1CCOCC1 1-((5-Chloro-1-methyl-3-(5-methylisoxazol-3-yl)-1H-pyrazol-4-yl)methyl)-N-((tetrahydro-2H-pyran-4-yl)methyl)azepan-3-amine